C(C)(C)C1=C(C=CC=C1)[C@H]1N(CCN(C1)CC1=CC(=C(C=C1)C(F)(F)F)OC)C1CC2(CN(C2)C2=CC=C(C(=O)N)C=C2)C1 4-(6-((R)-2-(2-isopropylphenyl)-4-(3-methoxy-4-(trifluoromethyl)benzyl)piperazin-1-yl)-2-azaspiro[3.3]heptan-2-yl)benzamide